C1(=CC=CC=C1)N(C1=CC=CC=C1)C1(C(C=2C=CC=C3C=CC=C1C23)=O)C2=CC=CC=C2 (diphenylamino)phenyl-acenaphthone